(1S,2S,3R)-N-(8-amino-7-fluoro-6-(4-methylpyridin-3-yl)isoquinolin-3-yl)-2-(1-(2,2-difluoroethyl)-1H-pyrazol-4-yl)-3-methylcyclopropanecarboxamide NC=1C(=C(C=C2C=C(N=CC12)NC(=O)[C@@H]1[C@H]([C@H]1C)C=1C=NN(C1)CC(F)F)C=1C=NC=CC1C)F